N-octadecyl-2-methyl-3-(4-methoxybenzyloxy)-pyridin-4-one C(CCCCCCCCCCCCCCCCC)N1C(=C(C(C=C1)=O)OCC1=CC=C(C=C1)OC)C